CC(C)(C)OC(=O)N(C)CCCCN(C)[C@@H]1C[C@H](CC1)NC1=NC=C(C(=N1)C1=CNC2=NC(=CC=C21)C#N)C(F)(F)F {7-[(1S,3S)-3-{[4-(6-cyano-1H-pyrrolo[2,3-b]pyridin-3-yl)-5-(Trifluoromethyl)pyrimidin-2-yl]amino}cyclopentyl]-2,7-diazaoct-2-yl}methanoic acid-2-methylpropan-2-yl ester